[N-]=C=O.[N-]=C=O.C(C1CCC(CC1)N=C=O)C1CCC(CC1)N=C=O methylenebis(4-isocyanatocyclohexane) diisocyanate